1-Tert-butyl-3-fluoro-N-{2-fluoro-4-methyl-5-[2-methyl-8-(morpholin-4-yl)-[1,2,4]triazolo[1,5-a]pyridin-6-yl]phenyl}pyrazole-4-carboxamide C(C)(C)(C)N1N=C(C(=C1)C(=O)NC1=C(C=C(C(=C1)C=1C=C(C=2N(C1)N=C(N2)C)N2CCOCC2)C)F)F